ClC=1C=C2C(=CC(=NC2=CC1)C(F)(F)F)N[C@@H]1C[C@@H](CCC1)NC(=O)C=1C=NN(C1C#N)COCC[Si](C)(C)C N-[(1R,3S)-3-[[6-chloro-2-(trifluoromethyl)-4-quinolyl]amino]cyclohexyl]-5-cyano-1-(2-trimethylsilylethoxymethyl)pyrazole-4-carboxamide